ClC=1N=C(C2=C(N1)N=C(S2)N(C)C)C2=C(C=C(C=C2F)F)F 5-chloro-N,N-dimethyl-7-(2,4,6-trifluorophenyl)thiazolo[4,5-d]pyrimidin-2-amine